N-(6-(3-fluoro-4-chlorobenzoyl)benzo[d]thiazol-2-yl)furan-2-carboxamide FC=1C=C(C(=O)C2=CC3=C(N=C(S3)NC(=O)C=3OC=CC3)C=C2)C=CC1Cl